C(#N)/C(/C(=O)NC1=NC=C(C=C1F)C(F)(F)F)=C(\C=1C=NOC1C)/O (Z)-2-cyano-N-[3-fluoro-5-(trifluoromethyl)-2-pyridyl]-3-hydroxy-3-(5-methylisoxazol-4-yl)prop-2-enamide